ClC1=C(C=C(C=N1)C=1N(C=C(N1)C=O)CC1=NN(C=N1)C)F 2-(6-chloro-5-fluoro-3-pyridyl)-1-[(1-methyl-1,2,4-triazol-3-yl)methyl]imidazole-4-carbaldehyde